[Al+3].C(C)P([O-])(=O)CC.C(C)P([O-])(=O)CC.C(C)P([O-])(=O)CC diethyl-phosphinic acid aluminum salt